C(C(=C)C)(=O)OCC[N+](C)(C)CC [2-(methacryloyloxy)ethyl]ethyldimethylammonium